C1([C@H](O)[C@@H](O)[C@H](O)[C@H](O1)CO)C(O)[C@@H](O)CO D-glucopyranosyl-sn-glycerol